S1C(=CC=C1)C1=NC=CC=C1 2-(thiophen-2-yl)pyridine